FC1=CC(=CC=2N(C[C@H](OC21)C)[C@@H](C)C2CCNCC2)C2=NNC(O2)=O 5-{(2R)-8-fluoro-2-methyl-4-[(1S)-1-(piperidin-4-yl)ethyl]-3,4-dihydro-2H-1,4-benzoxazin-6-yl}-1,3,4-oxadiazol-2(3H)-one